N1=C(N=CC=C1)CNC(=O)C1=CC2=CNN=C2C=C1 N-(2-pyrimidinylmethyl)-2H-indazole-5-carboxamide